N-(3-(2-chloro-3-(3-((2S,4R)-2-carboxy-4-hydroxypyrrolidin-1-yl)propoxy)phenyl)anilino)benzisothiazole ClC1=C(C=CC=C1OCCCN1[C@@H](C[C@H](C1)O)C(=O)O)C=1C=C(NN2SC3=C(C2)C=CC=C3)C=CC1